ClC1=CC(=C2C(C(=CN(C2=N1)C=1SC=C(N1)C=1C=NC=CC1)C(=O)O)=O)C 7-chloro-5-methyl-4-oxo-1-[4-(pyridin-3-yl)-1,3-thiazol-2-yl]-1,4-dihydro-1,8-naphthyridine-3-carboxylic acid